CN1C(N(C2=C1C=C(C=C2)C2CCNCC2)C2CNCCC2)=O 3-[3-Methyl-2-oxo-5-(4-piperidyl)benzimidazol-1-yl]piperidine